4-amino-5-(pyridin-2-yl)-4H-1,2,4-triazole NN1C=NN=C1C1=NC=CC=C1